2-Methoxyethyl-(2-{4-fluoro-5-[3-methyl-2,6-dioxo-4-(trifluoromethyl)-3,6-dihydropyrimidin-1(2H)-yl]-2-nitrophenoxy}phenoxy)acetat COCCOC(COC1=C(C=CC=C1)OC1=C(C=C(C(=C1)N1C(N(C(=CC1=O)C(F)(F)F)C)=O)F)[N+](=O)[O-])=O